N-{[4-(2,6-dimethoxypyridine-3-sulfonyl)phenyl]methyl}furo[2,3-c]pyridine-2-carboxamide COC1=NC(=CC=C1S(=O)(=O)C1=CC=C(C=C1)CNC(=O)C1=CC=2C(=CN=CC2)O1)OC